5-Fluoro-3-(2-(6-(1-methyl-1H-pyrazol-3-yl)-1-oxoisoindolin-2-yl)butanamido)-4-oxoPentanic acid FCC(C(CC(=O)O)NC(C(CC)N1C(C2=CC(=CC=C2C1)C1=NN(C=C1)C)=O)=O)=O